C(C)(C)N1C(=NC(=C1)C(F)(F)F)C1=CC=C(C=C1)CC=1N=CC=2C(N1)=NC(C(C2)C=2CCN(CC2)C)=O {4-[1-isopropyl-4-(trifluoromethyl)imidazol-2-yl]phenyl-methyl}-6-(1-methyl-3,6-dihydro-2H-pyridin-4-yl)pyrido[2,3-d]pyrimidin-7-one